FC(S(=O)(=O)OC1=C(C(CC1)=O)C)(F)F 2-methyl-3-oxocyclopent-1-enyl trifluoromethanesulfonate